C(C)(=O)C1=NN(C2=CC=C(C=C12)C=1C=NC(=NC1)Cl)CC(=O)OC(C)(C)C tert-Butyl 2-(3-acetyl-5-(2-chloropyrimidin-5-yl)-1H-indazol-1-yl)acetate